1-((7-morpholino-5-(3-(m-tolyl)-1H-pyrazol-1-yl)-3H-imidazo[4,5-b]pyridin-3-yl)methyl)cyclopropanol O1CCN(CC1)C1=C2C(=NC(=C1)N1N=C(C=C1)C=1C=C(C=CC1)C)N(C=N2)CC2(CC2)O